2-(1-(Ethylsulfonyl)-3-(4-(7-(2-(3-phenoxyphenyl)propionyl)-7H-pyrrolo[2,3-d]pyrimidin-4-yl)-1H-pyrazol-1-yl)azetidin-3-yl)acetonitrile C(C)S(=O)(=O)N1CC(C1)(N1N=CC(=C1)C=1C2=C(N=CN1)N(C=C2)C(C(C)C2=CC(=CC=C2)OC2=CC=CC=C2)=O)CC#N